ClC1=CC=C2C(=N1)CN(C2=O)CCNC(CC)=O N-(2-(2-chloro-5-oxo-5,7-dihydro-6H-pyrrolo[3,4-b]pyridin-6-yl)ethyl)propionamide